tert-Butyl N-[(1S)-2-(4,8-difluoro-6-formyl-6,7-dihydro-5H-cyclopenta[f]benzotriazol-2-yl)-1-methyl-ethyl]carbamate FC1=C2C(=C(C3=NN(N=C31)C[C@H](C)NC(OC(C)(C)C)=O)F)CC(C2)C=O